((1s,3s)-3-Hydroxy-3-methylcyclobutyl)(6-(5-methyl-2-(trifluoromethyl)benzyl)-2-azaspiro[3.3]heptan-2-yl)methanone OC1(CC(C1)C(=O)N1CC2(C1)CC(C2)CC2=C(C=CC(=C2)C)C(F)(F)F)C